FC(CC1=NC2=CC=C(C=C2C(=C1C(=O)N)NC1COC1)C=1C=NNC1)C(C)(C)O 2-fluoro-3-hydroxy-3-methylbutyl-4-(oxetan-3-ylamino)-6-(1H-pyrazol-4-yl)quinoline-3-carboxamide